C(C)(C)(C)C1=CC=C(C=C1)C1=CC=C(C=C1)C1=CC=CC=C1 4''-t-Butyl-p-terphenyl